C(C1=CC=CC=C1)N1C(C2=CC=CC=C2C(=C1)I)=O 2-benzyl-4-iodoisoquinolin-1(2H)-one